FC1=C(C=CC=2N=CSC21)NC2=NC=NC1=CC(=CC(=C21)O[C@@H](COC)C)N2N=CC(=C2)C(C)(C)O (R)-2-(1-(4-((7-fluorobenzo[d]thiazol-6-yl)amino)-5-((1-methoxypropan-2-yl)oxy)quinazolin-7-yl)-1H-pyrazol-4-yl)propan-2-ol